C(C)(=O)[O-].C1(=CC=CC=C1)C=1N=CC(=NC1C1=CC=CC=C1)N(CCCCO[Ca+])C(C)C {4-[(5,6-diphenylpyrazin-2-yl)(propan-2-yl)amino]-butoxy}calcium acetate